5-chloro-4-(cyclopentylmethoxy)-2-fluoro-N-(((1R,2R)-2-methylcyclopropyl)sulfonyl)benzamide ClC=1C(=CC(=C(C(=O)NS(=O)(=O)[C@H]2[C@@H](C2)C)C1)F)OCC1CCCC1